ClC=1C(=C(C=CC1)C=1C(=C(C=NC1)CC1=C(C(=NC=C1)N)F)C)F 4-{[5-(3-chloro-2-fluorophenyl)-4-methylpyridin-3-yl]methyl}-3-fluoropyridin-2-amine